N1=C(C=CC2=CC=CC=C12)COC=1C=C(C=CC1)C=CC(=O)C1=C(C(=O)O)C=CC=C1 2-[3-[3-(Quinolin-2-ylmethoxy)phenyl]prop-2-enoyl]benzoic acid